N,N-dimethyl-N-vinylamine CN(C=C)C